(r)-4-(5-cyclopropyl-7-(3,5-difluorophenyl)-7H-pyrrolo[2,3-d]pyrimidin-4-yl)-2-(fluoromethyl)piperazine-1-carboxylic acid tert-butyl ester C(C)(C)(C)OC(=O)N1[C@H](CN(CC1)C=1C2=C(N=CN1)N(C=C2C2CC2)C2=CC(=CC(=C2)F)F)CF